7-((4-(6-methylcarbamoyl-2-fluoropyridin-3-yl)piperazin-1-yl)methyl)-6-fluoro-1,2-dihydrofuro[2,3-c]quinolin-4(5H)-one CNC(=O)C1=CC=C(C(=N1)F)N1CCN(CC1)CC=1C=CC=2C3=C(C(NC2C1F)=O)OCC3